[C@@H]1([C@H](O)[C@H](O)[C@@H](CO)O1)[15N]1C(=O)[15NH]C(=O)C=C1 uridine-15N2